amino-2-trifluoromethyl-benzonitrile NC=1C(=C(C#N)C=CC1)C(F)(F)F